C(CCCCC)C(C(=O)OCCCCCC[NH+](CCCCCC)CCCCO)CCCCCCCC N-(6-((2-hexyldecanoyl)oxy)hexyl)-N-(4-hydroxybutyl)hexan-1-aminium